C(C1=CC=CC=C1)C=1C(=NN(C1)C1=C(C=CC(=C1)F)F)[C@@H](C(C)(C)C)N(CC[C@@H](C(=O)NCCC(=O)O)NC(=O)OC(C)(C)C)C(CO)=O N-{(2S)-4-[{(1R)-1-[4-Benzyl-1-(2,5-difluorophenyl)-1H-pyrazol-3-yl]-2,2-dimethylpropyl}(glycoloyl)amino]-2-[(tert-butoxycarbonyl)amino]butanoyl}-beta-alanin